NC1=C(C(=O)O)C=C(C=C1)OC1=C(C(=CC=C1F)Br)F 2-amino-5-(3-bromo-2,6-difluorophenoxy)benzoic acid